NC1=C(C=C(C=C1)N)S(=O)(=O)[O-].[Na+] sodium 2,5-diaminobenzenesulfonate